indolin-1-yl-ethanone N1(CCC2=CC=CC=C12)C(C)=O